3-({7-[(4,5-Dimethylfuran-2-yl)carbonyl]-5,6,7,8-tetrahydroimidazo[1,2-a]pyrazin-3-yl}ethynyl)benzonitrile CC=1C=C(OC1C)C(=O)N1CC=2N(CC1)C(=CN2)C#CC=2C=C(C#N)C=CC2